3,4-dibromo-1-{2-[2-(2-methoxyethoxy)ethoxy]ethyl}pyrazole BrC1=NN(C=C1Br)CCOCCOCCOC